FC(C=1C=C(C=C(C1)C(F)(F)F)C=1N=NN(C1)C1=C(C=CC=C1)S(=O)CC)(F)F 4-[3,5-bis(trifluoromethyl)phenyl]-1-(2-ethylsulfinylphenyl)triazole